COC=1C=CN(C(C1)=O)C 4-methoxy-1-methyl-6-oxo-1,6-dihydropyridine